C1(=CC=CC2=CC=CC=C12)C=1C(=C(C=2C(C3=CC(=CC=C3C2C1)NC1=CC=CC=C1)(C1=CC=CC=C1)C1=CC=CC=C1)C1=CC=CC2=CC=CC=C12)NC1=CC=CC=C1 bis(naphthyl)-N,N'-bis(phenyl)-2,7-diamino-9,9-diphenyl-fluorene